O=CC[C@@H](O)[C@H](O)[C@H](O)CO 2-DEOXY-D-GLUCOSE